triisopropyloxyvanadium (V) C(C)(C)O[V+2](OC(C)C)OC(C)C